C[C@@H](CO)CN1C2COCC1CC2 (2R)-2-methyl-3-(3-oxa-8-azabicyclo[3.2.1]octan-8-yl)propan-1-ol